O=C1NC2=C(N1)C=CC=C2NC(=O)NCC=2C(=NC(=CC2)C(F)(F)F)N2CCCC2 1-(2-oxo-1,3-dihydrobenzimidazol-4-yl)-3-[[2-pyrrolidin-1-yl-6-(trifluoromethyl)-3-pyridinyl]methyl]urea